C(C)(C)OC=1N=CC(=NC1)C(=O)NC=1C=CC=C2C(=CC=NC12)C=1C=NN(C1)CCOC 5-isopropoxy-N-(4-(1-(2-methoxyethyl)-1H-pyrazol-4-yl)quinolin-8-yl)pyrazine-2-carboxamide